N1OC(CCO1)N1CC=2C=C3C(=CC2O1)OC1(C=C3)CN(C1)C(=O)OC(C)(C)C tert-Butyl 7'-(2,6-dioxapiperidin-3-yl)-8'-oxa-7',8'-dihydro-6'H-spiro[azetidine-3,2'-pyrano[2,3-f]isoindole]-1-carboxylate